5-bromo-2-(2-hydroxy-1-phenylethyl)phenol BrC=1C=CC(=C(C1)O)C(CO)C1=CC=CC=C1